2-[6,6-dimethyl-1-(oxetan-2-yl)-5,7-dihydro-4H-indazol-3-yl]-N-methyl-1H-indol-6-amine CC1(CCC=2C(=NN(C2C1)C1OCC1)C=1NC2=CC(=CC=C2C1)NC)C